C1(CC1)C=1N=C(SC1C(=O)NCC1=NC=C(C=C1F)F)N1CCC(CC1)N1C[C@@H](CCC1)C 4-cyclopropyl-N-[(3,5-difluoropyridin-2-yl)methyl]-2-[(3R)-3-methyl-[1,4'-bipiperidine]-1'-yl]-1,3-thiazole-5-carboxamide